COC1=C(NCC#CC=2C=C(C3=C(C(=CO3)C(C(F)(F)F)O)C2)C(=O)N[C@@H]2[C@H](CN(CC2)C(=O)OC(C)(C)C)C)C=CC(=C1)S(=O)(=O)C tert-butyl (3S,4S)-4-[[5-[3-(2-methoxy-4-methylsulfonyl-anilino)prop-1-ynyl]-3-(2,2,2-trifluoro-1-hydroxy-ethyl)benzofuran-7-carbonyl] amino]-3-methyl-piperidine-1-carboxylate